5-(6-ethoxypyrazin-2-yl)pyridin-2-amine C(C)OC1=CN=CC(=N1)C=1C=CC(=NC1)N